tert-butyl (2S,3R)-2-[(3-chlorophenyl)methyl]-4,4-difluoro-3-[(methanesulfonyl)amino]pyrrolidine-1-carboxylate ClC=1C=C(C=CC1)C[C@@H]1N(CC([C@@H]1NS(=O)(=O)C)(F)F)C(=O)OC(C)(C)C